(R,6S)-N'-(((S)-3-(difluoromethyl)-1,2,3,5,6,7-hexahydro-s-indacen-4-yl)carbamoyl)-6-(methylamino)-6,7-dihydro-5H-pyrazolo[5,1-b][1,3]oxazine-3-sulfonimidamide FC([C@H]1CCC2=CC=3CCCC3C(=C12)NC(=O)N=[S@](=O)(N)C=1C=NN2C1OC[C@H](C2)NC)F